CC1=NC=C(C=C1)C1N(CCC1)C 2-methyl-5-(methylpyrrolidin-2-yl)pyridine